C1(CC1)C1=CC=C(C=C1)C(C(=O)N)N1N=CC(=C1)C1=CC=2N(C=C1)N=C(N2)C (4-Cyclopropylphenyl)-2-[4-(2-methyl-[1,2,4]triazolo[1,5-a]pyridin-7-yl)pyrazol-1-yl]acetamide